FC(OC=1C=C(C=CC1)C1=NN(C=2C1=NC=C(C2)C(=O)N[C@@]2(COCC2)[C@H](C)O)C(C)C)F 3-(3-(difluoromethoxy)phenyl)-N-((S)-3-((S)-1-hydroxyethyl)tetrahydrofuran-3-yl)-1-isopropyl-1H-pyrazolo[4,3-b]pyridine-6-carboxamide